N[C@@H](CC(N)=O)C(=O)N[C@H](C(=O)NCCC(=O)N[C@H](CCC(=O)OCC1=CC=CC=C1)C(=O)OCC1=CC=CC=C1)CCN(C(CO)=O)[C@H](C(C)(C)C)C=1N(C=C(C1)C1=C(C=CC(=C1)F)F)CC1=CC=CC=C1 Dibenzyl N-{(2S)-2-(L-asparaginylamino)-4-[{(1R)-1-[1-benzyl-4-(2,5-difluorophenyl)-1H-pyrrol-2-yl]-2,2-dimethylpropyl}(hydroxyacetyl)amino]butanoyl}-beta-alanyl-D-glutamate